N1CCC(CC1)S(=O)(=O)NCCNC(OC(C)(C)C)=O tert-butyl (2-(piperidine-4-sulfonamido)ethyl)carbamate